N-[2-[2-[2-[2-[2-[[2-(2,6-dioxo-3-piperidyl)-1,3-dioxo-isoindolin-4-yl]amino]ethoxy]ethoxy]ethoxy]ethoxy]ethyl]-2-[4-[4-(4-isoquinolyl)phenyl]pyrazol-1-yl]acetamide O=C1NC(CCC1N1C(C2=CC=CC(=C2C1=O)NCCOCCOCCOCCOCCNC(CN1N=CC(=C1)C1=CC=C(C=C1)C1=CN=CC2=CC=CC=C12)=O)=O)=O